methyl 4-{(E)-2-[5-chloro-4-(trifluoromethyl)-2-pyridyl]ethenyl}-3,5-xylenecarboxylate ClC=1C(=CC(=NC1)/C=C/C1=C(C=C(C=C1C)C(=O)OC)C)C(F)(F)F